N1(CCNCC1)C1=CC=C(C=N1)C1=NC=CC(=C1)C1=CC2=CNCC3(C2=N1)CCC3 2'-(6'-(Piperazin-1-yl)-[2,3'-bipyridin]-4-yl)-5',6'-dihydrospiro[cyclobutane-1,7'-pyrrolo[3,2-c]pyridin]